FC(S(=O)(=O)C=1C=NN(C1)CC1CC2(CN(C2)C(=O)OC(C)(C)C)C1)(F)F Tert-Butyl 6-[[4-(trifluoromethylsulfonyl)pyrazol-1-yl]methyl]-2-azaspiro[3.3]heptane-2-carboxylate